C(C1=CC=CC=C1)OC1=C(C=C(C=C1OCC1=CC=C(C=C1)OC)CN)OC (4-(benzyloxy)-3-methoxy-5-((4-methoxybenzyl)oxy)phenyl)methylamine